FC(C[Si](OCC)(OCC)OCC)(C(F)F)F 2,2,3,3-tetrafluoropropyltriethoxysilane